4-hydroxy-7-methoxy-3-(2,2,2-trifluoroethan-1-one-1-yl)-2H-chromen-2-one OC1=C(C(OC2=CC(=CC=C12)OC)=O)C(C(F)(F)F)=O